ethyl {[6-chloro-2-(cyanomethyl)pyridin-3-yl]carbamoyl}carboxylate ClC1=CC=C(C(=N1)CC#N)NC(=O)C(=O)OCC